O.P(=O)(O)(O)O.NN1CN(CC23C1N=NC(=C2)N(C3)[C@H]3[C@H](O)[C@H](O)[C@H](O3)CO)C 6-Amino-4-methyl-8-(β-D-ribofuranosyl)-4H,8H-pyrrolo[4,3,2-de]pyrimido[4,5-c]pyridazine phosphate monohydrate